BrC1=CC(=C(N)C=C1)OC(F)(F)F 4-bromo-2-trifluoromethoxyaniline